N-(1-hydroxy-5-methyl-2-propyl-1H-inden-3-yl)-2-oxo-6-(trifluoromethyl)-1,2-dihydropyridine-3-carboxamide OC1C(=C(C2=CC(=CC=C12)C)NC(=O)C=1C(NC(=CC1)C(F)(F)F)=O)CCC